4-methyl-2-nitroaniline CC1=CC(=C(N)C=C1)[N+](=O)[O-]